1-(4-aminobutyl)-2-(1-ethyl-3-Methyl-1H-pyrazole-5-carboxamido)-1H-benzo[d]imidazole-5-carboxamide NCCCCN1C(=NC2=C1C=CC(=C2)C(=O)N)NC(=O)C2=CC(=NN2CC)C